C(C)(C)(C)[Si](O[C@@H]1CC[C@H](CC1)C(N)=S)(C1=CC=CC=C1)C1=CC=CC=C1 trans-4-[tert-butyl-(diphenyl)silyl]Oxycyclohexanethiocarboxamide